4-cyclopropylpyrrolidine-1-carboxylic acid benzyl ester C(C1=CC=CC=C1)OC(=O)N1CCC(C1)C1CC1